N-(8-chloro-3-(2-chloro-5-fluorophenyl)-3-hydroxy-1-oxo-2,3-dihydro-1H-benzo[e]isoindol-4-yl)-3-fluoro-5-(trifluoromethyl)benzamide ClC=1C=CC2=C(C=3C(NC(C3C(=C2)NC(C2=CC(=CC(=C2)C(F)(F)F)F)=O)(O)C2=C(C=CC(=C2)F)Cl)=O)C1